lysine β-aminoethyl ester NCCOC([C@@H](N)CCCCN)=O